C(C)(C)(C)OC(=O)NC1COC2(C1)CCC(CC2)S(=O)(=O)CC2(CCN(CC2)C(=O)OCC2=CC=CC=C2)O benzyl 4-[[3-(tert-butoxycarbonylamino)-1-oxaspiro[4.5]decan-8-yl]sulfonylmethyl]-4-hydroxy-piperidine-1-carboxylate